O[C@@H]1[C@@H](SC2=C(N=C1)C=CC=C2)C2=CC(=CC=C2)OC (2S,3S)-2,3-dihydro-3-hydroxy-2-(3-methoxyphenyl)-1,5-benzothiazepin